methyl 4-oxo-4-phosphonobutanoate monosodium salt [Na].O=C(CCC(=O)OC)P(=O)(O)O